(R)-3-((4-hydroxy-1-(3-phenylbutanoyl)piperidin-4-yl)methyl)-6-((2-hydroxyethyl)(pyridin-3-ylmethyl)amino)pyrimidin-4(3H)-one OC1(CCN(CC1)C(C[C@@H](C)C1=CC=CC=C1)=O)CN1C=NC(=CC1=O)N(CC=1C=NC=CC1)CCO